C(C)OC(C1=C(C=C(C(=O)OCC)C(=C1)CCCCBr)CCCCBr)=O 2,5-di(4-bromobutyl)terephthalic acid diethyl ester